trans-cyclooct-4-en C1CC\C=C\CCC1